ClC1=C(C=CC=C1)[C@H]1CC[C@H](N1C(=O)C1=CC=C(C=C1)C1=CC=C(C=C1)S(=O)(=O)C)C(=O)O (2S,5R)-5-(2-chlorophenyl)-1-(4'-(methylsulfonyl)-[1,1'-biphenyl]-4-carbonyl)pyrrolidine-2-carboxylic acid